O[C@@H]1[C@H](O)[C@H](O)[C@@H](O)[C@H](O1)C(=O)O alpha-guluronic acid